3-ethyl-4-{3-isopropyl-4-(4-(1-methyl-1H-pyrazol-4-yl)-1H-imidazol-1-yl)-1H-pyrazolo[3,4-b]pyridin-1-yl}benzamide C(C)C=1C=C(C(=O)N)C=CC1N1N=C(C=2C1=NC=CC2N2C=NC(=C2)C=2C=NN(C2)C)C(C)C